C[N+]1=CC2=C3C(=CC(=C2C4=C1C5=CC6=C(C=C5C=C4)OCO6)OC)OCO3 The molecule is a benzophenanthridine alkaloid that is sanguinarine bearing a methoxy substituent at position 10. It is a benzophenanthridine alkaloid and an organic cation. It derives from a hydride of a sanguinarine.